cyclohexyl (6-(4-(4-(methylcarbamoyl)-1H-1,2,3-triazol-1-yl)butyl)pyridazin-3-yl)carbamate CNC(=O)C=1N=NN(C1)CCCCC1=CC=C(N=N1)NC(OC1CCCCC1)=O